NC1=C(N=CC(=N1)N1CCC2(C[C@@H](OC2N)C)CC1)SC1=C(C(=NC=C1)N)Cl (3s,4s)-8-(6-amino-5-((2-amino-3-chloropyridin-4-yl)thio)pyrazin-2-yl)-3-methyl-2-oxa-8-azaspiro[4.5]decan-amine